CC1(N(CC1)C(=O)O[C@H]1C[C@H](CC1)C1=CC(=NN1)NC(CC1=NC=C(N=C1)C)=O)C (1R,3S)-3-(3-{[(5-methylpyrazin-2-yl)acetyl]amino}-1H-pyrazol-5-yl)cyclopentyl 2,2-dimethylazetidine-1-carboxylate